FC1(C(C1)C1=C(C=CC=C1)C=1C=CC(=NC1)[C@H](CO)NC(=O)NC=1N=C(SC1)C#C)F 1-((1R)-1-(5-(2-(2,2-Difluorocyclopropyl)phenyl)pyridin-2-yl)-2-hydroxyethyl)-3-(2-ethynylthiazol-4-yl)urea